O1CCCC2=CC=C(C=C12)C1=NC(=NC(=C1)N1CC2=C(CCC1)C=CC=C2)N 4-(Chroman-7-yl)-6-(1,3,4,5-tetrahydro-2H-benzo[c]azepin-2-yl)pyrimidin-2-amine